C(C)(C)(C)OC(=O)NC=1C(=C(C=C2C=C(N=CC12)NC(=O)OC1CN(CCC1)C(=O)OC(C)(C)C)C1=C(C2=C(OCCN2C(=O)OC(C)(C)C)N=C1)C)F tert-Butyl 7-[8-(tert-butoxycarbonylamino)-3-[(1-tert-butoxycarbonyl-3-piperidyl)oxycarbonylamino]-7-fluoro-6-isoquinolyl]-8-methyl-2,3-dihydropyrido[2,3-b][1,4]oxazine-1-carboxylate